FC1(C[C@H]([C@H](N(C1)C(=O)C1=NC(=CC=C1C1=NC=CC=N1)C)CNC1=NC=C(C=C1)C(F)(F)F)C)F ((2S,3R)-5,5-difluoro-3-methyl-2-(((5-(trifluoromethyl)pyridin-2-yl)amino)methyl)piperidin-1-yl)(6-methyl-3-(pyrimidin-2-yl)pyridin-2-yl)methanone